N1CCCCC12CN(CCC2)C2=C1C(=NC=C2)NC=C1C=1SC=C(N1)C 2-[4-(1,8-diazaspiro[5.5]undecan-8-yl)-1H-pyrrolo[2,3-b]pyridin-3-yl]-4-methyl-thiazole